C1C2C3CC(C(C3C1CC2)CO)CO octahydro-4,7-methylene-1H-indene-dimethanol